2-(3-((4-(pyridazin-3-yl)phenyl)amino)phenyl)-1H-benzo[d]imidazol-6-ol N1=NC(=CC=C1)C1=CC=C(C=C1)NC=1C=C(C=CC1)C1=NC2=C(N1)C=C(C=C2)O